4-methoxy-N-[(1s,4s)-4-{[4-fluoro-3-(trifluoromethyl)phenyl]amino}cyclohexyl]benzamide COC1=CC=C(C(=O)NC2CCC(CC2)NC2=CC(=C(C=C2)F)C(F)(F)F)C=C1